Cl.C(C)(C)(C)OC(CN)=O glycine t-butyl ester HCl